FC1=CC=C(C=C1)N1N=C(C=C1COC1=C(C=CC=C1)C)C 1-(4-fluorophenyl)-3-methyl-5-[(2-methylphenoxy)methyl]pyrazole